(7R)-5-oxa-2-azaspiro[3.4]octan-7-ol C1NCC12OC[C@@H](C2)O